COC=1C=2N(C=C(C1)C=1C=NN(C1)C1CN(C1)C(=O)C1CCNCC1)N=CC2C#N 4-methoxy-6-(1-(1-(piperidine-4-carbonyl)azetidin-3-yl)-1H-pyrazol-4-yl)pyrazolo[1,5-a]pyridine-3-carbonitrile